copper (II) octenate C(C=CCCCCC)(=O)[O-].[Cu+2].C(C=CCCCCC)(=O)[O-]